4-[(3S)-3-amino-3-methylpyrrolidin-1-yl]-N-(4,4-difluorocyclohexyl)-5-(3,5-difluorophenyl)pyridine-3-carboxamide N[C@@]1(CN(CC1)C1=C(C=NC=C1C1=CC(=CC(=C1)F)F)C(=O)NC1CCC(CC1)(F)F)C